ClC=1C=C(CNC2=NC=NC3=CC=C(C=C23)C=2C(=NOC2C)C)C=CC1 4-((3-chlorobenzyl)amino)-6-(3,5-dimethylisoxazol-4-yl)quinazoline